3-phenyl-5-(3,4,5-trifluorophenyl)thieno[3,2-b]pyridine C1(=CC=CC=C1)C1=CSC=2C1=NC(=CC2)C2=CC(=C(C(=C2)F)F)F